C(C)(=O)ON=C(C)C1=CC=2C(C3=CC(=CC=C3C2C=C1)C(C1=C(C=CC=C1)C)=O)(CCC)CCC 1-[7-(2-methylbenzoyl)-9,9-dipropyl-9H-fluoren-2-yl]ethanone-O-acetyloxime